CN1N=NC2=C1C=CC(=C2C)[C@@H](C(C(=O)O)(C)C)C2=CC(=C(C=C2)C)CN2CCOC1=C(C2)N=C(C=C1)O (S)-3-(1,4-dimethyl-1H-benzo[d][1,2,3]triazol-5-yl)-3-(3-(((S)-7-hydroxy-2,3-dihydropyrido[2,3-f][1,4]oxazepin-4(5H)-yl)methyl)-4-methylphenyl)-2,2-dimethylpropionic acid